O1CC=COC1 5,1-dioxin